C1(CC1)C1=CC(=C(C2=C1N(N=N2)C)C)[C@H](CC(=O)OC)C=2C=C(C1=C(C=CS1)C2)CN2C[C@H](OC1=C(C2)N=C(C=C1)O)CC Methyl (3R)-3-(7-cyclopropyl-1,4-dimethyl-1H-benzotriazol-5-yl)-3-(7-{[(2R)-2-ethyl-7-hydroxy-2,3-dihydropyrido[2,3-f][1,4]oxazepin-4(5H)-yl]methyl}-1-benzothiophen-5-yl)propanoate